6,7-dibromo-5-(2,6-difluorophenyl)-1,3-dihydro-1,4-benzodiazepin-2-one BrC1=C(C=CC2=C1C(=NCC(N2)=O)C2=C(C=CC=C2F)F)Br